O=C(CC(=O)SCCNC(CCNC([C@@H](C(COP(OP(OC[C@@H]1[C@H]([C@H]([C@@H](O1)N1C=NC=2C(N)=NC=NC12)O)OP(=O)(O)O)(=O)O)(=O)O)(C)C)O)=O)=O)CCC(=O)O β-ketoadipyl-CoA